3-(3-(methylamino)-1-phenylpropoxy)-N-(pyridin-3-yl)benzamide CNCCC(OC=1C=C(C(=O)NC=2C=NC=CC2)C=CC1)C1=CC=CC=C1